CN1CCN(C(C1)C1=NC=CC(=N1)NC1=NNC(=C1)C)C(=O)NC(C)C1=NC2=C(N1)C=C(C=C2)C(F)(F)F 4-methyl-6-(((5-methyl-1H-pyrazol-3-yl)amino)pyrimidin-2-yl)-N-(1-(6-(trifluoromethyl)-1H-benzo[D]imidazol-2-yl)ethyl)piperazine-1-carboxamide